(1R,3s,5s)-8-(5-(5-fluoro-2-methoxypyridin-4-yl)-1H-pyrazole-3-carbonyl)-N-((R)-1-(3-(trifluoromethyl)-1,2,4-oxadiazol-5-yl)ethyl)-8-azabicyclo[3.2.1]Octane-3-carboxamide FC=1C(=CC(=NC1)OC)C1=CC(=NN1)C(=O)N1[C@H]2CC(C[C@@H]1CC2)C(=O)N[C@H](C)C2=NC(=NO2)C(F)(F)F